ethyl 3-(dibenzylamino)-1-((S)-1-(4-fluorophenyl)-1,2,3,4-tetrahydroisoquinoline-2-carboxamido)cyclopentane-1-carboxylate C(C1=CC=CC=C1)N(C1CC(CC1)(C(=O)OCC)NC(=O)N1[C@H](C2=CC=CC=C2CC1)C1=CC=C(C=C1)F)CC1=CC=CC=C1